5-(methylamino)-6-(3-methylimidazo[4,5-c]pyridin-7-yl)-3-[4-(8-oxa-3-azabicyclo[3.2.1]octan-3-yl)anilino]pyrazine-2-carboxamide CNC=1N=C(C(=NC1C=1C2=C(C=NC1)N(C=N2)C)C(=O)N)NC2=CC=C(C=C2)N2CC1CCC(C2)O1